C(CCC)NC(=O)N N-Butyl-urea